1-cyclobutyl-1H-pyrazole-4-carboxylate C1(CCC1)N1N=CC(=C1)C(=O)[O-]